5-((2,3-dichlorophenyl)thio)-3-methylpyridin-4(3H)-one ClC1=C(C=CC=C1Cl)SC=1C(C(C=NC1)C)=O